C1(CC1)C1=NC=NC(=C1C1=NC(=C2N(C=NC2=N1)C)NCC1=CC=C(C=C1)C=1N(C=C(N1)C(F)(F)F)C(C)C)OC 2-(4-cyclopropyl-6-methoxypyrimidin-5-yl)-N-(4-(1-isopropyl-4-(trifluoromethyl)-1H-imidazol-2-yl)benzyl)-7-methyl-7H-purin-6-amine